6-bromo-3-iodo-1-methyl-pyrazolo[4,3-C]pyridine BrC1=CC2=C(C=N1)C(=NN2C)I